3-(Dibenzylamino)-2-fluoro-propanoic acid C(C1=CC=CC=C1)N(CC(C(=O)O)F)CC1=CC=CC=C1